tert-pentylaminodimethylaminosilane C(C)(C)(CC)N[SiH2]N(C)C